FC(C(=O)O)(F)F.CC1CC(OC1(C(F)(F)F)C)C(=O)N 4,5-dimethyl-5-(trifluoromethyl)tetrahydrofuran-2-carboxamide trifluoroacetate